(3,4-epoxycyclohexyl)ethyl-triisopropoxysilane C1(CC2C(CC1)O2)CC[Si](OC(C)C)(OC(C)C)OC(C)C